C(C)(C)(C)C1=NCC=C(C1)C=1C2=C(N=CN1)NC(C[C@H]2C)=O tert-butyl-(R)-4-(5-methyl-7-oxo-5,6,7,8-tetrahydropyrido[2,3-d]pyrimidin-4-yl)-3,6-dihydropyridine